methyl (2R,4S,5R,6R)-2-(benzyloxy)-5-((tert-butoxycarbonyl)amino)-6-((1R,2R)-3-(2-(4-chlorophenyl)acetamido)-1,2-dihydroxypropyl)-4-hydroxytetrahydro-2H-pyran-2-carboxylate C(C1=CC=CC=C1)O[C@]1(O[C@H]([C@@H]([C@H](C1)O)NC(=O)OC(C)(C)C)[C@@H]([C@@H](CNC(CC1=CC=C(C=C1)Cl)=O)O)O)C(=O)OC